C1(CC1)OC=1C=CC=2N(C1)N=C(N2)C2=C1C=C(N=CC1=C(N=C2)NC)NC(=O)C2CC2 N-(5-(6-cyclopropoxy-[1,2,4]triazolo[1,5-a]pyridin-2-yl)-8-(methylamino)-2,7-naphthyridin-3-yl)cyclopropanecarboxamide